tert-butyl 4-((7-(6-amino-2-fluoro-5-(1-oxo-1,2,3,4-tetrahydroisoquinolin-6-yl)pyridin-3-yl)benzo[d][1,3]dioxol-4-yl)oxy)piperidine-1-carboxylate NC1=C(C=C(C(=N1)F)C1=CC=C(C2=C1OCO2)OC2CCN(CC2)C(=O)OC(C)(C)C)C=2C=C1CCNC(C1=CC2)=O